C1(=CC=CC=C1)C(C(=O)OC1CC2CCC(C1)[N+]21CCCC1)(OCOCC[Si](C)(C)C)C1=CC=CC=C1 3-(2,2-diphenyl-2-((2-(trimethylsilyl)ethoxy)methoxy)acetoxy)spiro[bicyclo[3.2.1]octane-8,1'-pyrrolidin]-8-ium